C1(CCC1)CNCC=1NC2=CC(=CC=C2C1)CN1N=NC(=C1)C=1C=C(C=NC1)N(C)C 5-(1-((2-(((cyclobutylmethyl)amino)methyl)-1H-indol-6-yl)methyl)-1H-1,2,3-triazol-4-yl)-N,N-dimethylpyridin-3-amine